COC(C(CCN1C(N(C2=C1C=C(C=C2)NC2=C(C(=NC=C2)Cl)C#N)C)=O)C)=O 4-[6-[(2-chloro-3-cyano-4-pyridinyl)amino]-3-methyl-2-oxo-benzoimidazol-1-yl]-2-methyl-butanoic acid methyl ester